C(C)(C)N1C(C(=CC2=C1N=C(N=C2)SC)B(O)O)=O (8-isopropyl-2-(methylthio)-7-oxo-7,8-dihydropyrido[2,3-d]pyrimidin-6-yl)boronic acid